Ytterbium-Thulium [Tm].[Yb]